(4,4-difluoro-1-piperidinyl)(6-(2-methyl-2H-pyrazolo[3,4-b]pyridin-5-yl)-3-isoquinolinyl)methanone FC1(CCN(CC1)C(=O)C=1N=CC2=CC=C(C=C2C1)C1=CC=2C(N=C1)=NN(C2)C)F